7-amino-8-(3-hydroxy-2-methyl-phenyl)-2,3-dimethoxy-quinoxaline-6-carbonitrile NC1=C(C=C2N=C(C(=NC2=C1C1=C(C(=CC=C1)O)C)OC)OC)C#N